(R*)-3-[[5-[3-(Difluoromethoxy)-4-fluoro-phenyl]-2-methyl-3-pyridyl]methyl]-4-methyl-oxazolidin-2-one FC(OC=1C=C(C=CC1F)C=1C=C(C(=NC1)C)CN1C(OC[C@H]1C)=O)F |o1:22|